FC(C(C(F)(F)F)(O)CN1CCN2CCOCCOCCN(CCN(CCOCC1)CC(C(F)(F)F)(C(F)(F)F)O)CCOCC2)(F)F 1,1,1,3,3,3-Hexafluoro-2-({10-[3,3,3-trifluoro-2-hydroxy-2-(trifluoromethyl)propyl]-7,16,19,24-tetraoxa-1,4,10,13-tetraazabicyclo[11.8.5]hexacos-4-yl}methyl)-2-propanol